C(N)(OC1=CC(=CC=C1)OC1C(NC(CC1)=O)=O)=O [3-[(2,6-dioxo-3-piperidyl) oxy] phenyl] carbamate